ClC(C(=O)OCCOC(C(F)(F)F)(F)F)=C pentafluoroethoxyethyl α-chloroacrylate